C(C)(C)(C)OC(C(CCC(=O)O)C(CCCCCCCSCCCCCCCC(=O)OC(C)(C)C)=O)=O 5-tert-butoxy-4-(8-(8-tert-butoxy-8-oxooctylthio)octanoyl)-5-oxopentanoic acid